FC(COC1=CC=C(C=N1)NC(O[C@@H](COC1=C(C=C2C(=N1)SC(=N2)C2=C1N=CC(=NC1=CC(=C2)C)OC)F)C)=O)(CO)F (R)-1-((6-fluoro-2-(2-methoxy-7-methylquinoxalin-5-yl)thiazolo[5,4-b]pyridin-5-yl)oxy)propan-2-yl (6-(2,2-difluoro-3-hydroxypropoxy)pyridin-3-yl)carbamate